4-amino-8-(3-chloropyrazin-2-yl)-7-fluoro-N-propylisoquinoline-3-carboxamide NC1=C(N=CC2=C(C(=CC=C12)F)C1=NC=CN=C1Cl)C(=O)NCCC